C(C1=CC=CC=C1)=O tolueneOne